1,1,1-Tris(3,5-dimethoxymethyl-4-hydroxyphenyl)methane COCC=1C=C(C=C(C1O)COC)C(C1=CC(=C(C(=C1)COC)O)COC)C1=CC(=C(C(=C1)COC)O)COC